NCCNC(C1=C(C=CC(=C1)C=1C(=NC=CC1)OCC)N1[C@@H](CN(CC1)C(=O)C=1C(=NC(=CC1)N(C)C)C(F)(F)F)CC)=O N-(2-aminoethyl)-2-[(2R)-4-[6-(dimethylamino)-2-(trifluoromethyl)pyridine-3-carbonyl]-2-ethylpiperazin-1-yl]-5-(2-ethoxypyridin-3-yl)benzamide